NCCCCNC(C1=C(C=C(C=C1)NC=1C=2N(C=CN1)C(=CN2)C=2C(=NNC2)C(F)(F)F)Cl)=O N-(4-aminobutyl)-2-chloro-4-[[3-[3-(trifluoromethyl)-1H-pyrazol-4-yl]imidazo[1,2-a]pyrazin-8-yl]amino]benzamide